n-butyl-cyclopentadiene zirconium chloride [Cl-].[Zr+4].C(CCC)C1=CC=CC1.[Cl-].[Cl-].[Cl-]